C(CCCCCCCCCCCCCCCCCCCCCCCCCCCCC)(=O)OCCCCCCCCCCCC Lauryl triacontanoate